beta-D-glucose tetraacetate C(C)(=O)O.C(C)(=O)O.C(C)(=O)O.C(C)(=O)O.O[C@H]1[C@H](O)[C@@H](O)[C@H](O)[C@H](O1)CO